[2,4-di-tert.butyl-phenyl]-phosphite C(C)(C)(C)C1=C(C=CC(=C1)C(C)(C)C)OP([O-])[O-]